(1R,4R)-N1,N1-bis((1H-pyrazol-4-yl)methyl)-N4-(5-chloro-4-(5-(cyclopropylmethyl)-1-methyl-1H-pyrazol-4-yl)pyrimidin-2-yl)cyclohexane-1,4-diamine N1N=CC(=C1)CN(C1CCC(CC1)NC1=NC=C(C(=N1)C=1C=NN(C1CC1CC1)C)Cl)CC=1C=NNC1